C(#N)C=1C=CC(=C2C=CN(C12)C)C1=CN=C(S1)NC(=O)C1CCN(CC1)C N-(5-(7-cyano-1-methyl-1H-indol-4-yl)thiazol-2-yl)-1-methylpiperidine-4-carboxamide